tetradecyl-dimethyl-(3-trimethoxysilyl-propyl)ammonium chloride [Cl-].C(CCCCCCCCCCCCC)[N+](CCC[Si](OC)(OC)OC)(C)C